N-(2-((4-(6-(5-bromo-2,3-dihydro-1H-indene-2-carbonyl)-2,6-diazaspiro[3.3]heptan-2-yl)pyrimidin-5-yl)oxy)-5-fluorophenyl)-N-ethylisobutyramide BrC=1C=C2CC(CC2=CC1)C(=O)N1CC2(CN(C2)C2=NC=NC=C2OC2=C(C=C(C=C2)F)N(C(C(C)C)=O)CC)C1